3-(4,6-difluoro-5-(1-((1-methyl-1H-pyrazol-5-yl)methyl)piperidin-4-yl)-1-oxoisoindolin-2-yl)piperidine-2,6-dione FC1=C2CN(C(C2=CC(=C1C1CCN(CC1)CC1=CC=NN1C)F)=O)C1C(NC(CC1)=O)=O